ClC=1C=C(CNC(=O)C=2OC=C(N2)C2=NC(=NC=C2C)NC2=C(C=CC=C2)Cl)C=CC1 N-(3-chlorobenzyl)-4-(2-((2-chlorophenyl)amino)-5-methylpyrimidin-4-yl)oxazole-2-carboxamide